2-(Azetidin-1-yl)-5-bromo-4-cyclobutoxy-6-hexadecylpyrimidine N1(CCC1)C1=NC(=C(C(=N1)OC1CCC1)Br)CCCCCCCCCCCCCCCC